C1([C@H](O)[C@@H](O)[C@@H](O)[C@H](O1)CO)C(C(=O)N)(O)CO galactosyl-glyceramide